C=CC1=C(CCCCCCCCCCCCCC)O1 (3S,4R,6Z,9Z)-3,4-epoxy-octadecadiene